C1(CCCC1)N1C(C(=CC2=C1N=C(N=C2)NC2=NC=1CCNCC1C=C2)C#N)=O 8-cyclopentyl-7-oxo-2-((5,6,7,8-tetrahydro-1,6-naphthyridin-2-yl)amino)-7,8-dihydropyrido[2,3-d]pyrimidine-6-carbonitrile